NC1=NC=CC=C1C1=NC2=C(N1C1=CC=C(C=C1)CNC(OC(C)(C)C)=O)C=C(C=C2)C(F)(F)F tert-butyl N-[[4-[2-(2-amino-3-pyridyl)-6-(trifluoromethyl)benzimidazol-1-yl]phenyl]methyl]carbamate